CB1OC(C(O1)(C)C)(C)C 2,4,4,5,5-pentamethyl-1,3,2-dioxaborolane